FC(C=1NC=C(N1)C(=O)N1CC2=CC=C(C=C2CC1)C1=CC=C(C=C1)C(F)(F)F)(F)F (2-(trifluoromethyl)-1H-imidazol-4-yl)(6-(4-(trifluoromethyl)phenyl)-3,4-dihydroisoquinolin-2(1H)-yl)methanone